6-methyl-6-heptenoic acid CC(CCCCC(=O)O)=C